N-(3-(4'-(2-(1H-pyrazol-1-yl)ethoxy)-4,5,5',6'-tetrahydro-2H-spiro[furan-3,8'-pyrano[3,4-b]pyridin]-2'-yl)-1H-pyrrolo[2,3-c]pyridin-5-yl)acetamide N1(N=CC=C1)CCOC1=C2C(=NC(=C1)C1=CNC3=CN=C(C=C31)NC(C)=O)C3(OCC2)COCC3